C(C1=CC=CC=C1)C1=NOC(=N1)[C@H](CC1=CNC2=CC=CC=C12)N (S)-1-(3-benzyl-1,2,4-oxadiazol-5-yl)-2-(1H-indol-3-yl)ethane-1-amine